3-maleimido-propionate C1(C=CC(N1CCC(=O)[O-])=O)=O